monosulfur calcium sulfate hydrate O.S(=O)(=O)([O-])[O-].[Ca+2].[S+2].S(=O)(=O)([O-])[O-]